((2-amino-3-methylpyridin-4-yl)methoxy)-5-bromopyrazin-2-amine NC1=NC=CC(=C1C)COC=1C(=NC=C(N1)Br)N